4-allyl-N-(3-(1,1-difluoroethyl)phenyl)-1-(6-(difluoromethoxy)-[1,1'-biphenyl]-3-yl)-3-methyl-5-oxo-4,5-dihydro-1H-pyrazole-4-carboxamide C(C=C)C1(C(=NN(C1=O)C=1C=C(C(=CC1)OC(F)F)C1=CC=CC=C1)C)C(=O)NC1=CC(=CC=C1)C(C)(F)F